C(C#C)C1S(OCCC1)(=O)=O 3-(Prop-2-yn-1-yl)-1,2-oxathiane 2,2-dioxide